3-(pyrrolidin-3-yl)-1H-pyrrolo[3,2-b]pyridine N1CC(CC1)C1=CNC=2C1=NC=CC2